(S)-24-((((9H-fluoren-9-yl)methoxy)carbonyl)amino)-23-oxo-4,7,10,13,16,19-hexaoxa-22-azaheptacosanedioic acid C1=CC=CC=2C3=CC=CC=C3C(C12)COC(=O)N[C@H](C(NCCOCCOCCOCCOCCOCCOCCC(=O)O)=O)CCC(=O)O